C[C@H]1CN(C[C@H](N1)C)CC1=C(N=C(S1)NC1=NC=CC(=C1)C(F)(F)F)C1=NC=CC=C1 (((3S,5R)-3,5-dimethylpiperazin-1-yl)methyl)-4-(pyridin-2-yl)-N-(4-(trifluoromethyl)pyridin-2-yl)thiazol-2-amine